FC=1C=C(CC2=CC(=NC=N2)N2N=CC=3C(NCCC32)=O)C=C(C1)C(F)(F)F 1-(6-(3-fluoro-5-(trifluoromethyl)benzyl)pyrimidin-4-yl)-1,5,6,7-tetrahydro-4H-pyrazolo[4,3-c]pyridin-4-one